4-((4-(tert-butyl)benzyl)thio)morpholine C(C)(C)(C)C1=CC=C(CSN2CCOCC2)C=C1